[Al].[Ce] Cerium-Aluminium